NCC(CN1N=CN(C1=O)C1=NC=C(N=C1)C=1C=NC(=CC1)C(F)(F)F)=C(F)F 2-[2-(aminomethyl)-3,3-difluoro-allyl]-4-[5-[6-(trifluoromethyl)-3-pyridinyl]pyrazin-2-yl]-1,2,4-triazol-3-one